(2R)-2-[6-(5-chloro-2-{[cis-3-methoxycyclobutyl]amino}pyrimidin-4-yl)-1-oxo-2,3-dihydro-1H-isoindol-2-yl]-N-[(1S)-1-(3-fluoro-5-methoxyphenyl)-2-hydroxyethyl]propanamide ClC=1C(=NC(=NC1)N[C@@H]1C[C@@H](C1)OC)C1=CC=C2CN(C(C2=C1)=O)[C@@H](C(=O)N[C@H](CO)C1=CC(=CC(=C1)OC)F)C